lactic acid n-pentylester C(CCCC)OC(C(O)C)=O